O1C(CCCC1)OCCO 2-(tetrahydro-2H-pyran-2-oxy)ethanol